2-(2-acetamido-7-ethyl-4-oxopyrazolo[1,5-d][1,2,4]triazin-5(4H)-yl)-N-(pyrimidin-4-yl)acetamide C(C)(=O)NC1=NN2C(=NN(C(C2=C1)=O)CC(=O)NC1=NC=NC=C1)CC